diisodecanoyl-pentaerythritol diphosphite OP(O)OP(O)O.C(CCCCCCC(C)C)(=O)C(O)(C(CO)(CO)CO)C(CCCCCCC(C)C)=O